2-(3-fluorophenyl)-4-methyl-N-(1,1,1-trifluorobut-3-yn-2-yl)imidazo[1,5-b]Pyridazine FC=1C=C(C=CC1)C1C=C(C=2N(N1C(C(F)(F)F)C#C)C=NC2)C